1'-((1,5-dimethyl-1H-pyrazol-4-yl)sulfonyl)-4-methyl-1',2',3',6'-tetrahydro-[3,4'-bipyridine]-6-carbonitrile CN1N=CC(=C1C)S(=O)(=O)N1CCC(=CC1)C=1C=NC(=CC1C)C#N